C1(=CC=CC=C1)C1(NC(=NC(=N1)N)OCC(C(F)F)(F)F)N 2-phenyl-6-(2,2,3,3-tetrafluoropropoxy)-1,3,5-triazine-2,4-diamine